tert-butyl (1R)-5-bromo-1-({[4-(methoxycarbonyl)(3-pyridyl)]amino} methyl)isoindoline-2-carboxylate BrC=1C=C2CN([C@H](C2=CC1)CNC=1C=NC=CC1C(=O)OC)C(=O)OC(C)(C)C